C(C)(C)(C)OC(=O)NC(C(=O)O)CC1=CC(=C(C=C1)O)I 2-((tert-butoxycarbonyl)amino)-3-(4-hydroxy-3-iodophenyl)propionic acid